C(C)(C)C=1C(=CC(N2[C@@H](CSC12)C(=O)O)=O)CC1=CC=CC2=CC=CC=C12 (3R)-7-isopropyl-6-[(1-naphthyl)methyl]-4-oxo-1-thia-3a-aza-3-indanecarboxylic acid